1-{[(3S,5S)-5-Fluoro-1-methylpiperidin-3-yl](1-methyl-1H-pyrazol-4-yl)sulfamoyl}-3-[5-methyl-2-(propan-2-yl)thiophen-3-yl]urea F[C@H]1C[C@@H](CN(C1)C)N(S(=O)(=O)NC(=O)NC1=C(SC(=C1)C)C(C)C)C=1C=NN(C1)C